N1(CCC2=CC=CC=C12)C(CNS(=O)(=O)C(C)C)C N-(2-(INDOLIN-1-YL)PROPYL)PROPANE-2-SULFONAMIDE